C(CNC(CCCCCCCCCCCCCCCCC)=O)NC(CCCCCCCCCCCCCCCCC)=O N,N'-Ethylendi(stearamid)